CC1(CN2C(OC1)=C(C=N2)[S@@](=O)(N)=NC(NC2=C1CCCC1=CC=C2C)=O)C (R)-6,6-dimethyl-N'-((5-methyl-2,3-dihydro-1H-inden-4-yl)carbamoyl)-6,7-dihydro-5H-pyrazolo[5,1-b][1,3]oxazine-3-sulfonimidamide